N(=[N+]=[N-])[C@](C)(C1CC1)C1=CN=C(C2=CN=C(C=C12)Cl)OC (R)-4-(1-azido-1-cyclopropylethyl)-6-chloro-1-methoxy-2,7-naphthyridine